7-(4-{[trans-4-{[4-(pentafluoro-λ6-sulfanyl)phenyl]Amino}cyclohexyl]sulfonimidoyl}phenyl)-1,2,3,4-tetrahydroisoquinolin-1-one FS(C1=CC=C(C=C1)N[C@@H]1CC[C@H](CC1)S(=O)(=N)C1=CC=C(C=C1)C1=CC=C2CCNC(C2=C1)=O)(F)(F)(F)F